FC=1C=C(C=CC1)C1=CC(=C(S1)C(=O)NC1CCN(CC1)C(=O)OC(C)(C)C)NC(=O)N tert-butyl 4-(5-(3-fluorophenyl)-3-ureidothiophene-2-carboxamido)piperidine-1-carboxylate